CO[C@H]1CN(CCC1)[C@H]1COC2=CC=CC=C2[C@@H]1NC=1C=2C=C(NC2C=CC1)C(F)(F)F N-((3R,4S)-3-((R)-3-METHOXYPIPERIDIN-1-YL)CHROMAN-4-YL)-2-(TRIFLUOROMETHYL)-1H-INDOL-4-AMINE